[Ni].NC=1C(=C2C=3C(=C(C(=C(C3C3=CC=CC=C3C2=CC1)N)N)N)N)N hexaaminotriphenylene nickel